diaminodiphenylamine sulfate S(=O)(=O)(O)O.NC=1C(=C(C=CC1)NC1=CC=CC=C1)N